2-(6-amino-8-((6-(thiazol-2-yl)benzo[d][1,3]dioxol-5-yl)thio)-9H-purin-9-yl)-N-isopropylethanesulfonamide NC1=C2N=C(N(C2=NC=N1)CCS(=O)(=O)NC(C)C)SC1=CC2=C(OCO2)C=C1C=1SC=CN1